6-CHLORO-4-METHYLPYRIDINE-2-BORONIC ACID ClC1=CC(=CC(=N1)B(O)O)C